CC=1C(=NC(=NC1)NC1CCC(CC1)N)C1=CN=C2N1C=C(C=C2)NC=2N=NC=CC2 (1r,4r)-N1-(5-Methyl-4-(6-(pyridazin-3-ylamino)imidazo[1,2-a]pyridin-3-yl)pyrimidin-2-yl)cyclohexane-1,4-diamine